CC1(C(C2CCC1C2)CC2CC(C(CC2)=O)C)C 4-[(3,3-dimethylbicyclo[2.2.1]hept-2-yl)methyl]-2-methylcyclohexanon